2-((4-(1H-imidazol-1-yl)phenyl)amino)thiazole-4-carboxamide N1(C=NC=C1)C1=CC=C(C=C1)NC=1SC=C(N1)C(=O)N